3-(4-bromo-2-fluorophenyl)-3-oxopropanenitrile BrC1=CC(=C(C=C1)C(CC#N)=O)F